N-[(3R)-7-[(3aS,6R,7aS)-6-amino-octahydro-1H-indol-1-yl]-3,4-dihydro-2H-1-benzopyran-3-yl]-3-amino-6-methylthieno[2,3-b]pyridine-2-carboxamide N[C@@H]1CC[C@H]2CCN([C@H]2C1)C1=CC2=C(C[C@H](CO2)NC(=O)C2=C(C=3C(=NC(=CC3)C)S2)N)C=C1